2-bromo-N-(2-methoxyethyl)-6-(methylthio)-N-((2-(trimethylsilyl)ethoxy)methyl)pyridin-4-amine BrC1=NC(=CC(=C1)N(COCC[Si](C)(C)C)CCOC)SC